1-(pyrimidin-4-ylmethyl)-6-[3-(trifluoromethyl)phenyl]-3H-imidazo[4,5-b]pyridin-2-one N1=CN=C(C=C1)CN1C(NC2=NC=C(C=C21)C2=CC(=CC=C2)C(F)(F)F)=O